9-bromo-3-[2-(dimethylamino)ethyl]-2,4-dioxo-1H-furo[2,3-g]quinazoline-7-carboxamide BrC=1C2=C(C=C3C(N(C(NC13)=O)CCN(C)C)=O)OC(=C2)C(=O)N